3-[2-(2-aminopyrimidin-5-yl)ethynyl]-N-[(2S)-1-(4-chlorophenyl)-3-hydroxypropan-2-yl]-4-(difluoromethoxy)benzamide NC1=NC=C(C=N1)C#CC=1C=C(C(=O)N[C@@H](CC2=CC=C(C=C2)Cl)CO)C=CC1OC(F)F